(S)-4-((3-chloro-4-(difluoromethoxy)-2-fluorophenyl)amino)-7-fluoro-6-(pyrrolidin-3-yloxy)-1,5-naphthyridine-3-carbonitrile ClC=1C(=C(C=CC1OC(F)F)NC1=C(C=NC2=CC(=C(N=C12)O[C@@H]1CNCC1)F)C#N)F